N-(3-benzimidazolylpropyl)acrylamide N1=C(NC2=C1C=CC=C2)CCCNC(C=C)=O